2-(5-(3-methoxyphenyl)-5H-[1,3]dioxolo[4',5':4,5]benzo[1,2-d]imidazol-6-yl)ethan-1-amine dihydrochloride Cl.Cl.COC=1C=C(C=CC1)N1C(=NC2=C1C=C1C(=C2)OCO1)CCN